BrC1=NC(=CC(=C1)OCC1=CC=C(C=C1)OC)Br 2,6-dibromo-4-((4-methoxybenzyl)oxy)pyridine